(R)-2-((6-(((3R*,4R*)-1-((1H-imidazol-2-yl)sulfonyl)-4-fluoropyrrolidin-3-yl)amino)-9-(difluoromethyl)-9H-purin-2-yl)amino)-2-cyclopropylethan-1-ol N1C(=NC=C1)S(=O)(=O)N1C[C@H]([C@@H](C1)F)NC1=C2N=CN(C2=NC(=N1)N[C@@H](CO)C1CC1)C(F)F |o1:10,11|